7-(4-bromo-3-chloro-benzoyl)-2-methyl-3-oxo-N-[rac-(1S)-1-phenylethyl]-6,8-dihydro-5H-imidazo[1,5-a]pyrazine-1-carboxamide BrC1=C(C=C(C(=O)N2CC=3N(CC2)C(N(C3C(=O)N[C@@H](C)C3=CC=CC=C3)C)=O)C=C1)Cl |r|